C(C1=CC=CC=C1)NC(=O)C1=CN(C2=C1C(=NC=1C(=C(C(=CC21)CCC#N)C2=CC(=CC1=CC=CC=C21)O)F)OC[C@H]2N(CCC2)C)C2C1CNC2C1 N-benzyl-1-(2-azabicyclo[2.1.1]hex-5-yl)-8-(2-cyanoethyl)-6-fluoro-7-(3-hydroxynaphthalen-1-yl)-4-(((S)-1-methylpyrrolidin-2-yl)methoxy)-1H-pyrrolo[3,2-c]quinoline-3-carboxamide